(benzyl)thioperoxybis(thiocarboxamide) C(C1=CC=CC=C1)S(OC(=S)N)C(=S)N